7-(6-(bis(4-methoxybenzyl)amino)-3-(trifluoromethyl)pyridin-2-yl)-6-chloro-2-((1-(dimethylamino)prop-2-yloxy)quinazolin-4-yl)piperazine-1-carboxylic acid tert-butyl ester C(C)(C)(C)OC(=O)N1C(CNCC1Cl)C1=NC(=NC2=CC(=CC=C12)C1=NC(=CC=C1C(F)(F)F)N(CC1=CC=C(C=C1)OC)CC1=CC=C(C=C1)OC)OC(CN(C)C)C